Cl.BrC1=CC(=C(C=C1OCCC)CCN)OC 2-(4-bromo-2-methoxy-5-propoxyphenyl)ethan-1-amine hydrochloride